ethyl-2-hexylnonanoate C(C)OC(C(CCCCCCC)CCCCCC)=O